N-(5-Cyclopentyl-1H-pyrazol-3-yl)-2-[4-[(2-methoxyethylamino)methyl]-2-azabicyclo[2.1.1]hexan-2-yl]pyrimidin-4-amine C1(CCCC1)C1=CC(=NN1)NC1=NC(=NC=C1)N1C2CC(C1)(C2)CNCCOC